6-((3-chloro-5-fluorophenyl)carbamoyl)-2-azaspiro[3.3]heptane-2-carboxylic acid tert-butyl ester C(C)(C)(C)OC(=O)N1CC2(C1)CC(C2)C(NC2=CC(=CC(=C2)F)Cl)=O